FC1=C(C=CC(=C1)C(F)(F)F)[C@@H](C(C)C)N1C[C@@H](N(C[C@H]1C)C=1C=2N=C(N(C2N(C(N1)=O)C)C[C@H]1OCCC1)C)C 6-((2S,5R)-4-((R)-1-(2-fluoro-4-(trifluoromethyl)phenyl)-2-methylpropyl)-2,5-dimethylpiperazin-1-yl)-3,8-dimethyl-9-(((S)-tetrahydrofuran-2-yl)methyl)-3,9-dihydro-2H-purin-2-one